imidazo(1,2-a)pyridine N=1C=CN2C1C=CC=C2